[Se]1C(CCC1)C(=O)O selenolanic acid